ClC1=C(CC=2C=C3C(C(=CN(C3=CC2)CCOC)C(=O)O)=O)C=CC=C1Cl 6-(2,3-Dichlorobenzyl)-1-(2-methoxyethyl)-4-oxo-1,4-dihydroquinoline-3-carboxylic acid